C1(=CC=CC=C1)[C@](C(=O)SCCNC(CCNC([C@@H](C(COP(OP(OC[C@@H]1[C@H]([C@H]([C@@H](O1)N1C=NC=2C(N)=NC=NC12)O)OP(=O)(O)O)(=O)O)(=O)O)(C)C)O)=O)=O)(O)C R-phenyllactyl-CoA